N1C=CC=2C1=NC(=CC2)CN2CC1(C2)CN(CC1)C[C@@H](CC(=O)OC)C1=CC(=CC=C1)N1N=C(C=C1C)C methyl (S)-4-(2-((1H-pyrrolo[2,3-b]pyridin-6-yl)methyl)-2,6-diazaspiro[3.4]octan-6-yl)-3-(3-(3,5-dimethyl-1H-pyrazol-1-yl)phenyl)butyrate